N-(6-chloropyridin-3-yl)-6-((5-methyl-1H-pyrazol-3-yl)methoxy)isoquinolin-1-amine ClC1=CC=C(C=N1)NC1=NC=CC2=CC(=CC=C12)OCC1=NNC(=C1)C